succinimidyloxy butyrate C(CCC)(=O)OON1C(CCC1=O)=O